C(C)(C)(C)OC(=O)NC1=C(C=CC=C1)CN1N=NC=C1 1-{[o-(tert-butoxycarbonylamino)phenyl]methyl}-1H-1,2,3-triazole